7-methoxy-4-(4-piperidinyloxy)quinoline COC1=CC=C2C(=CC=NC2=C1)OC1CCNCC1